C[C@]1(CNCCC1)O (S)-3-methylpiperidine-3-ol